ClC=1C=C2C=CN=C(C2=CN1)NCC1=C(C=CC2=C1CCO2)F 6-chloro-N-[(5-fluoro-2,3-dihydrobenzofuran-4-yl)methyl]-2,7-naphthyridin-1-amine